ClC1=C(C(=O)NC2CC2)C=C(C=C1)C=1C=NN(C1)C=1N(N=C(C1C(F)(F)F)OC(F)F)C 2-chloro-N-cyclopropyl-5-[1-[5-(difluoromethoxy)-2-methyl-4-(trifluoromethyl)pyrazol-3-yl]pyrazol-4-yl]benzamide